BrC=1C=C(C=CC1O)C\C(\CNCCCCCCC(=O)NO)=N/O (E)-7-(3-(3-bromo-4-hydroxyphenyl)-2-hydroxyiminopropylamino)-N-hydroxyheptanamide